6-bromo-3-[(3,4-dimethoxyphenyl)methyl]-7-methoxy-1-(p-tolylsulfonyl)-2,4-dihydroquinoline-3,4-diol BrC=1C=C2C(C(CN(C2=CC1OC)S(=O)(=O)C1=CC=C(C=C1)C)(O)CC1=CC(=C(C=C1)OC)OC)O